BrCC(=O)NC=1C=CC=C2C=CNC12 2-Bromo-N-(1H-indol-7-yl)acetamide